7-(4-(4-(8-chloro-5,6-dihydro-11H-benzo[5,6]cyclohepta[1,2-b]pyridin-11-ylidene)piperidin-1-yl)butoxy)-3,4-dihydroquinolin-2(1H)-one ClC=1C=CC2=C(CCC=3C(=NC=CC3)C2=C2CCN(CC2)CCCCOC2=CC=C3CCC(NC3=C2)=O)C1